2-(5-bromo-2-((4-methoxybenzyl)oxy)-3-methylphenyl)-1,3-dioxolane BrC=1C=C(C(=C(C1)C1OCCO1)OCC1=CC=C(C=C1)OC)C